arachidonoylethanolamine CCCCC/C=C\C/C=C\C/C=C\C/C=C\CCCC(=O)C(CN)O